C(#N)[C@@H]1CN(C[C@H]1O)C(=O)OC(C)(C)C tert-butyl (trans)-3-cyano-4-hydroxy-pyrrolidine-1-carboxylate